C(OC(CCCCCCCC)CCCCCCCC)(OCCCCCCCNCCO)=O heptadec-9-yl (7-((2-hydroxyethyl) amino) heptyl) carbonate